FC1(CCC(OC1)C(=O)N)F 5,5-difluorotetrahydro-2H-pyran-2-carboxamide